4-(4-Aminopyrimidin-2-yl)-2-methyl-1-((2-(trimethylsilyl)ethoxy)methyl)-1,2-dihydro-3H-pyrazole NC1=NC(=NC=C1)C=1CN(N(C1)COCC[Si](C)(C)C)C